2-(oxetan-3-yl)ethylamine O1CC(C1)CCN